(3S)-4-(7-(3,3-difluorocyclohexyl)-5-(pyrrolidin-1-yl)-7H-pyrrolo[2,3-d]pyrimidin-4-yl)-3-methylpiperazine-1-carboxylic acid tert-butyl ester C(C)(C)(C)OC(=O)N1C[C@@H](N(CC1)C=1C2=C(N=CN1)N(C=C2N2CCCC2)C2CC(CCC2)(F)F)C